NC1=NC=CC2=CC(=CC=C12)CNC(=O)C1=CC2=C(S1)C=CC=C2Cl N-((1-aminoisoquinolin-6-yl)methyl)-4-chlorobenzo[b]thiophene-2-carboxamide